OC(C)(C)[C@H]1CN(CCC1)C=1C=CC(=NC1)NC=1C2=C(C(=NC1)C1=C3C=CN(C3=CC=C1)C)CNC2=O 7-[[5-[(3R)-3-(1-hydroxy-1-methyl-ethyl)-1-piperidyl]-2-pyridyl]amino]-4-(1-methylindol-4-yl)-2,3-dihydropyrrolo[3,4-c]pyridin-1-one